(R)-2,3-dihydroxypropionate O[C@@H](C(=O)[O-])CO